1,1,1,3,3,3-hexafluoropropan-2-yl 1-((1-methanesulfonyl-1,2,3,4-tetrahydroquinolin-8-yl) methyl)-1,8-diazaspiro[4.5]decane-8-carboxylate CS(=O)(=O)N1CCCC2=CC=CC(=C12)CN1CCCC12CCN(CC2)C(=O)OC(C(F)(F)F)C(F)(F)F